ClC1=CC=C2C(=CNC2=C1)S(=O)(=O)NC1=NC=C(C=C1)C(F)(F)F 6-chloro-N-[5-(trifluoromethyl)pyridin-2-yl]-1H-indole-3-sulfonamide